6-((2s,3s)-2,3-dimethylmorpholino)quinoline-4-carboxylic acid C[C@@H]1OCCN([C@H]1C)C=1C=C2C(=CC=NC2=CC1)C(=O)O